Methyl 2-((S)-3-cyclohexyl-2-(1H-indole-2-carboxamido)propanamido)-3-(2-oxo-1-azaspiro[4.5]decan-3-yl)propanoate C1(CCCCC1)C[C@@H](C(=O)NC(C(=O)OC)CC1C(NC2(C1)CCCCC2)=O)NC(=O)C=2NC1=CC=CC=C1C2